NC1CC(COC1)N1CCN2C1=C(C1=C2N=CN=C1N)C1=CC(=C(C=C1)OC1=NC(=CC=C1)C)F 6-(5-aminotetrahydro-2H-pyran-3-yl)-5-(3-fluoro-4-((6-methylpyridin-2-yl)oxy)phenyl)-7,8-dihydro-6H-imidazo[1',2':1,5]pyrrolo[2,3-d]pyrimidine-4-amine